Cl.ClC1=CC=C(C=C1)C1=NN2C(CNCC2(C)C)=C1C1=CC=NC=C1 2-(4-chlorophenyl)-7,7-dimethyl-3-(pyridin-4-yl)-4,5,6,7-tetrahydropyrazolo[1,5-a]pyrazine hydrochloride